2-(3-Trifluoromethoxybenzyl)-2H-indazole-5-carboxylic acid methyl ester COC(=O)C1=CC2=CN(N=C2C=C1)CC1=CC(=CC=C1)OC(F)(F)F